FC(OC1=CC=C(CCC=2C=C(C(NN2)=O)O)C=C1)(F)F 6-(4-(trifluoromethoxy)phenethyl)-4-hydroxypyridazin-3(2H)-one